2-chloro-N5-methyl-6-(3-(trifluoromethyl)bicyclo[1.1.1]pentan-1-yl)pyrimidine-4,5-diamine ClC1=NC(=C(C(=N1)N)NC)C12CC(C1)(C2)C(F)(F)F